(3S)-3-[[(1S,3aR,6aS)-2-(4-methoxy-1H-1,3-benzodiazole-2-carbonyl)-hexahydro-1H-cyclopenta[c]pyrrol-1-yl]formamido]-N-benzyl-2-hydroxy-4-[(3S)-2-oxopyrrolidin-3-yl]butanamide COC1=CC=CC=2NC(=NC21)C(=O)N2[C@@H]([C@@H]1[C@H](C2)CCC1)C(=O)N[C@H](C(C(=O)NCC1=CC=CC=C1)O)C[C@H]1C(NCC1)=O